2-(3-methyl-6-azabicyclo[3.1.1]heptan-1-yl)ethanol CC1CC2(NC(C1)C2)CCO